1-(3,3-difluorocyclopentyl)pyrrole-3-carboxylic acid FC1(CC(CC1)N1C=C(C=C1)C(=O)O)F